(R)-3-(2,3-dihydroxy-3-methylbutyl)-4-hydroxybenzaldehyde-13C O[C@H](CC=1C=C([13CH]=O)C=CC1O)C(C)(C)O